C(C)OC(CN1C(C=CC(=C1)NCCOCCOCCOCCN=[N+]=[N-])=O)=O.ClC=1C=C(C=CC1)NCC(=O)NN 2-(m-chlorophenylamino)acethydrazide ethyl-2-(5-((2-(2-(2-(2-azidoethoxy)ethoxy)ethoxy)ethyl)amino)-2-oxopyridin-1(2H)-yl)acetate